3-[(1,1-dioxotetrahydro-2H-thiopyran-4-yl)oxy]-5-(5-methyl-1,3-thiazol-2-yl)benzoic acid methyl ester COC(C1=CC(=CC(=C1)C=1SC(=CN1)C)OC1CCS(CC1)(=O)=O)=O